(S)-2-((tert-Butoxycarbonyl)amino)-3-(5-(4-(4-chlorophenoxy)phenyl)-2H-tetrazol-2-yl)propanoic acid methyl ester COC([C@H](CN1N=C(N=N1)C1=CC=C(C=C1)OC1=CC=C(C=C1)Cl)NC(=O)OC(C)(C)C)=O